C(CCCC)=O valeraldehyde